tert-Butyl (1-((1-(6-fluoro-1-methyl-[1,2,4]triazolo[4,3-a]quinazolin-5-yl)-2,3,4,5-tetrahydro-1H-benzo[b]azepin-6-yl)ethynyl)cyclopropyl)carbamate FC1=C2C(=NC=3N(C2=CC=C1)C(=NN3)C)N3C1=C(CCCC3)C(=CC=C1)C#CC1(CC1)NC(OC(C)(C)C)=O